NC=1C=2N(C(=CN1)C)C(=NC2C2=C(C=C(C=C2)NC(C(O)C2=CC(=CC=C2)F)=O)F)C N-(4-(8-amino-3,5-dimethylimidazo[1,5-a]pyrazin-1-yl)-3-fluorophenyl)-2-(3-fluorophenyl)-2-hydroxyacetamide